N-((2-methoxyanilino)ethyl)benzoxazolone COC1=C(NCCN2C(OC3=C2C=CC=C3)=O)C=CC=C1